FC[C@H]1CC[C@@]2(CCCN12)CO ((3R,7aS)-3-(fluoromethyl)hexahydro-1H-pyrrolizin-7a-yl)methanol